ClC1=CC(=C(C(=C1)C)C=1C(NC2(CCC3(OCCO3)CC2)C1O)=O)C 11-(4-chloro-2,6-xylyl)-12-hydroxy-1,4-dioxa-9-azadispiro[4.2.4.2]tetradec-11-en-10-one